C1=CC(=CC=C1/C=C/C(=O)NO)Cl (2E)-3-(4-CHLOROPHENYL)-N-HYDROXYACRYLAMIDE